BrC=1C=C2C(N(C=NC2=CC1)CCC(=O)NC=1SC(=CN1)C(F)(F)F)=O 3-(6-bromo-4-oxoquinazolin-3(4H)-yl)-N-(5-(trifluoromethyl)thiazol-2-yl)propanamide